2-(((2-oxo-1-(3-(trifluoromethyl)-6,7,8,9-tetrahydropyrido[3,2-b]indolizin-7-yl)piperidin-3-yl)oxy)methyl)azetidin O=C1N(CCCC1OCC1NCC1)C1CCN2C3=C(C=C2C1)C=C(C=N3)C(F)(F)F